C(=O)(O)C=1C=C(C=CC1C(=O)O)C1(C2=CC=CC=C2C=2C=CC=CC12)C1=CC(=C(C=C1)C(=O)O)C(=O)O 9,9-bis-(3,4-dicarboxyphenyl)fluorene